(R,S)-Imidazolidin-2-carboxylic acid N1C(NCC1)C(=O)O